(E,E)-10,12-hexadecadien-1-ol C(CCCCCCCC\C=C\C=C\CCC)O